CC1=C(C2=C(N=N1)OC1=C2N=CN=C1NCC1=CC=C(C=C1)C1(CCC1)O)C 1-[4-[[(3,4-dimethylpyrimido[4',5':4,5]furo[2,3-c]pyridazin-8-yl)amino]methyl]phenyl]cyclobutanol